(R)-1-(1-naphthyl)ethyl-ammonium bromide [Br-].C1(=CC=CC2=CC=CC=C12)[C@@H](C)[NH3+]